C(CCCCCCCCCCC)NCCC(=O)O dodecyl-β-alanine